2-amino-N-cyclopropyl-5-{2-[(1S)-1-cyclopropylethyl]-7-(2-methoxyethanesulfonylamino)-1-oxo-2,3-dihydro-1H-isoindol-5-yl}pyrazolo[1,5-a]pyrimidine-3-carboxamide NC1=NN2C(N=C(C=C2)C=2C=C3CN(C(C3=C(C2)NS(=O)(=O)CCOC)=O)[C@@H](C)C2CC2)=C1C(=O)NC1CC1